[C+4].[O-]CC.[O-]CC.[O-]CC.[O-]CC ethoxide carbon